5-(2-chlorophenoxy)-3-(((3-fluoropyridin-2-yl)methyl)amino)-6-methyl-4H-benzo[e][1,2,4]thiadiazine 1,1-dioxide ClC1=C(OC2=C(C=CC3=C2NC(=NS3(=O)=O)NCC3=NC=CC=C3F)C)C=CC=C1